Butylene glycol monoethyl ether C(C)OCCCCO